C(C)(=O)C1=CC=C(S1)C1=C(C=CC=C1)CN(C(OCC1=CC=CC=C1)=O)C benzyl N-{[2-(5-acetylthiophen-2-yl) phenyl] methyl}-N-methylcarbamate